trihexyl-tetradecyl-phosphonium bis(2-ethylhexyl)phosphate C(C)C(COP(=O)(OCC(CCCC)CC)[O-])CCCC.C(CCCCC)[P+](CCCCCCCCCCCCCC)(CCCCCC)CCCCCC